C1(CC1)C(=O)NCCCCC=1N=C(N(C1)C1=CC=CC=C1)C1=C(C(=O)N)C=CC=C1C=1C=NN(C1)C (4-(4-(cyclopropanecarboxamido)butyl)-1-phenyl-1H-imidazol-2-yl)-3-(1-methyl-1H-pyrazol-4-yl)benzamide